FS(C1=CC(=C(C=C1)[N+](=O)[O-])OC)(F)(F)(F)F Pentafluoro(3-methoxy-4-nitrophenyl)-λ6-sulfane